N-((2r,4S,5r)-5-(ethylsulfonyl)-2-((S)-1-(4-fluorophenyl)-1,2,3,4-tetrahydroisoquinoline-2-carbonyl)tetrahydro-2H-pyran-4-yl)-4-methylbenzenesulfonamide C(C)S(=O)(=O)[C@@H]1[C@H](C[C@@H](OC1)C(=O)N1[C@H](C2=CC=CC=C2CC1)C1=CC=C(C=C1)F)NS(=O)(=O)C1=CC=C(C=C1)C